3-hydroxy-3-(2-oxo-2-(4-hydroxyphenyl)ethyl)indol-2-one OC1(C(NC2=CC=CC=C12)=O)CC(C1=CC=C(C=C1)O)=O